N,N-diethyl-2-(6H-oxazolo[4,5-e]indol-8-yl)ethan-1-amine C(C)N(CCC1=CNC2=CC=C3C(=C12)N=CO3)CC